1-(4-ethynylbenzyl)-1H-pyrazole C(#C)C1=CC=C(CN2N=CC=C2)C=C1